OC(COS(=O)(=O)C)C(COS(=O)(=O)C)(C)C Methanesulfonic acid 2-hydroxy-4-(methanesulfonyloxy)-3,3-dimethylbutyl ester